3-[3-methyl-2-oxo-5-[1-(piperazine-1-carbonyl)-4-piperidyl]benzimidazol-1-yl]piperidine-2,6-dione CN1C(N(C2=C1C=C(C=C2)C2CCN(CC2)C(=O)N2CCNCC2)C2C(NC(CC2)=O)=O)=O